CC1=CC=C(S1)N1C(CN(CC1)C(C=CCN1CCCC1)=O)=O 1-(5-methylthiophen-2-yl)-4-(4-(pyrrolidin-1-yl)but-2-enoyl)piperazin-2-one